COC1C2CNCC(C1)N2C(C)(C)C2=CC=CC=C2 6-methoxy-8-(2-phenylpropan-2-yl)-3,8-diazabicyclo[3.2.1]octane